BrC=1C(N(C(=CC1OCC1=NC=CC=C1F)C)C1=CC(=NC=C1C)C1=NC(=CC=C1C)C(C)(C)O)=O (M)-3-bromo-4-((3-fluoropyridin-2-yl)methoxy)-6''-(2-hydroxypropan-2-yl)-3'',5',6-trimethyl-2H-[1,4':2',2''-terpyridin]-2-one